2-[(3-amino-2-pyridyl)methylene]hydrazinol NC=1C(=NC=CC1)C=NNO